N-[4-[2-chloro-3-(2,6-dioxo-3-piperidyl)phenyl]phenyl]pyrrolidine-1-carboxamide nickel [Ni].ClC1=C(C=CC=C1C1C(NC(CC1)=O)=O)C1=CC=C(C=C1)NC(=O)N1CCCC1